4-{[Dimethyl(phenyl)silyl]methyl}-7-methyl-N-(quinolin-8-yl)octanamide C[Si](C1=CC=CC=C1)(C)CC(CCC(=O)NC=1C=CC=C2C=CC=NC12)CCC(C)C